6-methylpyridinenitrile CC1=CC=CC(=N1)C#N